(S)-5-(trifluoromethyl)-4,5,6,7-tetrahydro-1H-indazole-3-carboxylic acid FC([C@@H]1CC=2C(=NNC2CC1)C(=O)O)(F)F